tetrahydrofuran-3,5-dicarboxylic acid O1CC(CC1C(=O)O)C(=O)O